O=C1N(C=NC2=CC=CC=C12)C1=NC=CC=C1 4-oxo-3-(pyridin-2-yl)-3,4-dihydroquinazolin